NC1CC2(C1)CCN(CC2)C(C(=O)C2CC2)=O 1-(2-amino-7-azaspiro[3.5]nonan-7-yl)-2-cyclopropylethane-1,2-dione